2-[4-hexen-1-yl]-2,5,5-trimethylcyclopentanone C(CCC=CC)C1(C(C(CC1)(C)C)=O)C